Methyl 4-(hydroxymethyl)cubane-1-carboxylate OCC12C3C4C5(C(C14)C2C53)C(=O)OC